BrC=1C(=C(C=CC1F)NS(=O)(=O)C=1C=2CCC(C2C=C(C1)Cl)=O)F N-(3-bromo-2,4-difluorophenyl)-6-chloro-1-oxo-2,3-dihydroindene-4-sulfonamide